5-[(3S)-2-[1-(2-chloro-5-fluoro-pyrimidin-4-yl)piperidine-4-carbonyl]isoxazolidin-3-yl]pyridine-3-carbonitrile ClC1=NC=C(C(=N1)N1CCC(CC1)C(=O)N1OCC[C@H]1C=1C=C(C=NC1)C#N)F